2,4-diisocyanato-1-pentadecylbenzene N(=C=O)C1=C(C=CC(=C1)N=C=O)CCCCCCCCCCCCCCC